O=C1N(C=CC(N1)=O)[C@H]1[C@]([C@@H]([C@@](O1)(F)CO[P@](=O)(OC1=CC=CC2=CC=CC=C12)N[C@@H](C)C(=O)OC(C)C)O)(C)F isopropyl ((S)-(((2S,3S,4R,5R)-5-(2,4-dioxo-3,4-dihydropyrimidin-1(2H)-yl)-2,4-difluoro-3-hydroxy-4-methyltetrahydrofuran-2-yl)methoxy)(naphthalen-1-yloxy)phosphoryl)-L-alaninate